ethyl (S)-3-(4-fluorobiphenyl-3-yl)-3-(3-(4-hydroxy-1,5-dimethyl-2-oxo-1,2-dihydropyridin-3-yl) ureido)propanoate FC1=C(C=C(C=C1)C1=CC=CC=C1)[C@H](CC(=O)OCC)NC(=O)NC=1C(N(C=C(C1O)C)C)=O